3-(piperidin-1-yl)-1-oxa-8-azaspiro[4.5]decane N1(CCCCC1)C1COC2(C1)CCNCC2